C(C)C(C(=O)OCC)(C(C(=O)OCC)(CC)CC)CC diethyl 2,2,3,3-tetraethylsuccinate